methyl-N-(tert-butoxycarbonyl)-O-(cyclohex-2-en-1-yl)-D-homoserine CN([C@H](CCOC1C=CCCC1)C(=O)O)C(=O)OC(C)(C)C